1-(8Z,11Z,14Z-eicosatrienoyl)-2-(5Z,8Z,11Z,14Z-eicosatetraenoyl)-glycero-3-phosphocholine CCCCC/C=C\C/C=C\C/C=C\CCCCCCC(=O)OC[C@H](COP(=O)([O-])OCC[N+](C)(C)C)OC(=O)CCC/C=C\C/C=C\C/C=C\C/C=C\CCCCC